COC1=CC=C(C=C1)C=1C(=NN(C1C#N)C1=CC=CC=C1)C(F)(F)F 4-(4-methoxyphenyl)-1-phenyl-3-trifluoromethyl-1H-pyrazole-5-carbonitrile